C1(=CC=C(C=C1)N(C(=O)NC)C)C 4-tolyldimethylurea